4-(1-chloroethyl)-1-methyl-5-nitro-pyrazole ClC(C)C=1C=NN(C1[N+](=O)[O-])C